N-cyclopropyl-6-fluoro-5-(4-((3-methyl-2-oxo-1,5,7,8-tetrahydro-2H-pyrano[4,3-b]pyridin-7-yl)methyl)piperazin-1-yl)picolinamide C1(CC1)NC(C1=NC(=C(C=C1)N1CCN(CC1)CC1CC=2NC(C(=CC2CO1)C)=O)F)=O